ClC1=C(C=CC=C1)C(/C=C/C1=CC(=C(OCC(=O)O)C=C1)OC)=O 2-[4-[(E)-3-(2-Chlorophenyl)-3-oxoprop-1-enyl]-2-methoxyphenoxy]acetic acid